[O-]S(=O)(=O)C(F)(F)F.C(CCCCCCC)[NH+]1CC(CCC1)CCCC 1-Octyl-3-butylpiperidinium triflat